FC[C@H](CN(CC[C@@H](C(=O)O)NC([C@@H](C)C=1C(=NC=CC1)OC)=O)CCCCC1=NC=2NCCCC2C=C1)OC (S)-4-(((S)-3-fluoro-2-methoxypropyl)(4-(5,6,7,8-tetrahydro-1,8-naphthyridin-2-yl)butyl)amino)-2-((S)-2-(2-methoxypyridin-3-yl)propanamido)butanoic acid